ClC1=C(C(=O)OOC(C2=C(C(=CC=C2)Cl)Cl)=O)C=CC=C1Cl bis(2,3-dichlorobenzoyl) peroxide